FC(C(=O)O)(C1=C(C=CC=C1)NC(C1=CC(=C(C=C1)N1CCCCC1)NC(=O)C1=NN(C2=CC=CC=C12)CC(F)(F)F)=O)F 2,2-difluoro-2-(2-(4-(piperidin-1-yl)-3-(1-(2,2,2-trifluoroethyl)-1H-indazole-3-carboxamido)benzamido)phenyl)acetic acid